F\C=C\1/C[C@@]2(CCC(N2C1)=O)C(=O)OCC ethyl (S,E)-2-(fluoromethylene)-5-oxotetrahydro-1H-pyrrolizine-7a(5H)-carboxylate